4-[3-fluoro-4-propoxyphenyl]-spiro[2H-1-benzopyran-2,4'-piperidine] FC=1C=C(C=CC1OCCC)C1=CC2(CCNCC2)OC2=C1C=CC=C2